2-(7-fluorobenzofuran-5-yl)acetic acid FC1=CC(=CC=2C=COC21)CC(=O)O